3-thiohexyl acetate CCCC(CCOC(=O)C)S